BrC1=CC(=C2C=CN(C2=C1)C(C1=NC=CC=C1)C1=NC=CC=C1)[N+](=O)[O-] 6-bromo-1-(bis(pyridin-2-yl)methyl)-4-nitro-1H-indole